N[C@H]1CC[C@H](CC1)OC=1C=CC2=C(\C(\C(C=3C(=NC=NC23)N)(C)C)=N/OCCC(C)(F)F)C1 (6Z)-8-(cis-4-aminocyclohexoxy)-6-(3,3-difluorobutoxyimino)-5,5-dimethyl-benzo[h]quinazolin-4-amine